tert-butyl N-{2-[(7-{3-[(3-chloro-2-methoxyphenyl)amino]-4-oxo-5H,6H,7H-pyrazolo[1,5-a]pyrazin-2-yl}thieno[3,2-b]pyridin-2-yl)oxy]ethyl}-N-methylcarbamate ClC=1C(=C(C=CC1)NC=1C(=NN2C1C(NCC2)=O)C2=C1C(=NC=C2)C=C(S1)OCCN(C(OC(C)(C)C)=O)C)OC